BrC12CC3(CC(CC(C1)(C3)C)(C2)C)C 1-Bromo-3,5,7-trimethyladamantane